[C-]#N.C(CCCCCCCC)[N+]1(CCCCC1)C 1-Nonyl-1-methylpiperidinium cyanid